5,3'-dihydroxybiphenyl OC=1C=CC=C(C1)C1=CC(=CC=C1)O